3-ethynylpiperidin-3-amine C(#C)C1(CNCCC1)N